CC=1N=CN(C1)C1=CC=C2N(CCN(C2=O)[C@H]2CN(CC2)C#N)C1=O (R)-3-(7-(4-methyl-1H-imidazol-1-yl)-1,6-dioxo-1,3,4,6-tetrahydro-2H-pyrido[1,2-a]pyrazin-2-yl)pyrrolidine-1-carbonitrile